benzyl 3-(fluoromethyl)[1,4'-bipiperidine]-1'-carboxylate FCC1CN(CCC1)C1CCN(CC1)C(=O)OCC1=CC=CC=C1